B(O)(O)O.OCCC(CO)O.OCCC(CO)O bis(3-hydroxymethyl-1,2-propanediol) borate